ClC1=CC(=CC=2CN(CCOC21)CC2=CN=CO2)N2C=CC1=CC(=CC=C21)F 9-chloro-7-(5-fluoro-1H-indol-1-yl)-4-(oxazol-5-ylmethyl)-2,3,4,5-tetrahydrobenzo[f][1,4]oxazepine